COC(C[C@@H](C)C=1C(=NC=NC1Cl)Cl)=O.C1(CCCCC1)P(C1=C(C(=CC=C1OC)OC)C1=C(C=C(C=C1C(C)C)C(C)C)C(C)C)C1CCCCC1 dicyclohexyl-(2',4',6'-triisopropyl-3,6-dimethoxy-[1,1'-biphenyl]-2-yl)phosphine Methyl-(R)-3-(4,6-dichloropyrimidin-5-yl)butanoate